(R)-N-((R)-3-amino-1,1,1-trifluoropropan-2-yl)-2-methylpropane-2-sulfinamide NC[C@H](C(F)(F)F)N[S@](=O)C(C)(C)C